C(C)OC(=O)C=1SC(=CC1)NC1=CC=C(C=C1)C 5-(p-toluylamino)thiophene-2-carboxylic acid ethyl ester